NC1CC(C1)C(=O)N1CCN(CC1)C1=NC=C(C=C1C(F)(F)F)C(F)(F)F ((1R,3R)-3-aminocyclobutyl)(4-(3,5-bis(trifluoromethyl)pyridin-2-yl)piperazine-1-yl)methanone